F[C@H]1[C@@H]2CC[C@H](C[C@H]1N(C)C1=NC=C(N=C1)C1=C(C=C(C=C1)C=1C=NNC1)OCOC)N2C(=O)OC(C)(C)C tert-butyl (1S,2R,3R,5R)-2-fluoro-3-((5-(2-(methoxymethoxy)-4-(1H-pyrazol-4-yl)phenyl)pyrazin-2-yl)(methyl)amino)-8-azabicyclo[3.2.1]octane-8-carboxylate